(R)-5-((bis((pivaloyloxy)methoxy)phosphoryl)fluoromethyl)benzo[b]thiophene-2-carboxylic acid C(C(C)(C)C)(=O)OCOP(=O)(OCOC(C(C)(C)C)=O)[C@H](C1=CC2=C(SC(=C2)C(=O)O)C=C1)F